FC1=C(C(=CC(=C1)\C=C\[N+](=O)[O-])F)F 1,2,3-trifluoro-5-[(E)-2-nitroethenyl]benzene